tert-butyl 8-methyl-4-[8-(1-methyl-1-oxido-piperidin-1-ium-4-yl)-2-methylsulfinyl-7-oxo-pyrido[2,3-d]pyrimidin-6-yl]-2,3-dihydroquinoxaline-1-carboxylate CC=1C=CC=C2N(CCN(C12)C(=O)OC(C)(C)C)C1=CC2=C(N=C(N=C2)S(=O)C)N(C1=O)C1CC[N+](CC1)([O-])C